cis-3,7-dimethyl-2,6-octadien CC(=CC)CCC=C(C)C